(R)-6,7-dimethoxy-1-(furan-3-yl)-1,2,3,4-tetrahydroisoquinoline hydrochloride Cl.COC=1C=C2CCN[C@H](C2=CC1OC)C1=COC=C1